NCC1=C(N)C=CC=C1C(F)(F)F 2-(aminomethyl)-3-(trifluoromethyl)aniline